methyl (Z)-3-methoxy-2-(2-methyl-5-(5-(trifluoromethyl)-1,2,4-oxadiazol-3-yl)phenoxy)acrylate CO\C=C(\C(=O)OC)/OC1=C(C=CC(=C1)C1=NOC(=N1)C(F)(F)F)C